C(=O)(OC(C)(C)C)N(CCNC)C N-Boc-N,N'-dimethyl-1,2-diaminoethane